Br.BrC1=CN=C(S1)N 5-Bromothiazol-2-amine hydrobromide